4-amino-N-[(1S)-1-(4-chlorophenyl)-3-morpholin-4-ylpropyl]-1-(7H-pyrrolo[2,3-d]pyrimidin-4-yl)piperidine-4-carboxamide NC1(CCN(CC1)C=1C2=C(N=CN1)NC=C2)C(=O)N[C@@H](CCN2CCOCC2)C2=CC=C(C=C2)Cl